C1(CC1)CNC1=C(C#N)C=C(C=C1)C1=NC(=NO1)C=1C=C2CNC(C2=CC1)=O 2-((cyclopropylmethyl)amino)-5-(3-(1-oxoisoindolin-5-yl)-1,2,4-oxadiazol-5-yl)benzonitrile